1-(5-((3-methoxyphenyl)amino)-7-(methylamino)pyrazolo[1,5-a]pyrimidin-3-yl)-3-methylurea COC=1C=C(C=CC1)NC1=NC=2N(C(=C1)NC)N=CC2NC(=O)NC